N1(C=NC=C1)C1=CC=C(CN(C(=S)N)CC2=CC=C(C=C2)OC)C=C1 1-(4-(1H-imidazol-1-yl)benzyl)-1-(4-methoxybenzyl)thiourea